C(C(C)C)N1CC2(OC3(CC3)C1=O)CCN(CC2)C(=O)OC(C)(C)C tert-butyl 12-isobutyl-13-oxo-4-oxa-8,12-diazadispiro[2.1.5.3]tridecane-8-carboxylate